tridecyl-ethyloxide C(CCCCCCCCCCCC)OCC